1,4-DIHYDRO-3-HYDROXY-2-QUINOXALINECARBOXALDEHYDE OC1=C(NC2=CC=CC=C2N1)C=O